CCCCCCCC/C=C\CCCCCCCCCCCC(=O)O.CCCCCCCC/C=C\CCCCCCCCCCCC(=O)O dierucic acid